O1CCC(=CC1)N1N=C2C(N(C(=C(C2=O)N2CCN([C@H]3CC[C@H]23)C(=O)OC(C)(C)C)CC)CC(=O)OCC)=N1 tert-butyl (1S,6S)-5-(2-(3,6-dihydro-2H-pyran-4-yl)-4-(2-ethoxy-2-oxoethyl)-5-ethyl-7-oxo-4,7-dihydro-2H-[1,2,3]triazolo[4,5-b]pyridin-6-yl)-2,5-diazabicyclo[4.2.0]octane-2-carboxylate